CN1N=CC(=C1)C=1C=C(C=CC1)C(C(N1CCCC1)=O)NS(=O)(=O)C=C N-(1-(3-(1-methyl-1H-pyrazol-4-yl)phenyl)-2-oxo-2-(pyrrolidin-1-yl)ethyl)ethenesulfonamide